CC1C(=C(C=2CCCCC12)[Ti](C)(C)C)C 1,2-dimethyl-4,5,6,7-tetrahydroindenyl-trimethyl-titanium